(S)-4-chloro-1-(2-methoxypropyl)-N-(3-methyl-5-(phenylethynyl)pyridin-2-yl)-1H-pyrazole-5-carboxamide ClC=1C=NN(C1C(=O)NC1=NC=C(C=C1C)C#CC1=CC=CC=C1)C[C@H](C)OC